4-hydroxy-1-methyl-7-phenoxyisoquinoline-3-carboxylic acid tert-butyl ester C(C)(C)(C)OC(=O)C=1N=C(C2=CC(=CC=C2C1O)OC1=CC=CC=C1)C